3-(3-{4-[1-oxo-1λ6-4H,3H,5H-1,2-thiazol-1-yl]phenyl}-2-oxoimidazol-1-yl)-4-methyl-4,5,6,7-tetrahydropyrazolo[4,3-c]pyridine O=S1(=NCCC1)C1=CC=C(C=C1)N1C(N(C=C1)C1=NNC2=C1C(NCC2)C)=O